COC=1C=NC=C(C1C(=O)OC)OC1=C(C=C(C=C1)OC(F)(F)F)OC Methyl 3-methoxy-5-[2-methoxy-4-(trifluoromethoxy)phenoxy]pyridine-4-carboxylate